2-((2-bromophenyl)amino)ethane-1-ol tert-butyl-(1R,2S)-2-((Z)-5-hydroxypent-2-en-1-yl)cyclopropane-1-carboxylate C(C)(C)(C)[C@@]1([C@H](C1)C\C=C/CCO)C(=O)OCCNC1=C(C=CC=C1)Br